C(C)(C)(C)OC(=O)N1CC(C(C1)OC)C(=O)O (tert-Butoxycarbonyl)-4-methoxypyrrolidine-3-carboxylic acid